N-(2-(4-methylpiperazin-1-yl)pyridin-4-yl)-5-(pyrazolo[1,5-a]pyrimidin-5-yl)-7H-pyrrolo[2,3-d]pyrimidin-2-amine CN1CCN(CC1)C1=NC=CC(=C1)NC=1N=CC2=C(N1)NC=C2C2=NC=1N(C=C2)N=CC1